bromo-trifluoroethylene oxide BrC1(C(F)(F)O1)F